C(C1=CC=CC=C1)C=1NC(=NN1)C(=O)NC1C(N(C=2N(CC1)C=CN2)C)=O 5-benzyl-N-(9-methyl-8-oxo-6,7,8,9-tetrahydro-5H-imidazo[1,2-a][1,3]diazepin-7-yl)-4H-1,2,4-triazole-3-carboxamide